(S)-2-(3,4-dichlorophenoxy)-N-(2-hydroxy-4-(methylamino)bicyclo[2.2.2]oct-1-yl)acetamide ClC=1C=C(OCC(=O)NC23[C@H](CC(CC2)(CC3)NC)O)C=CC1Cl